2,7-diethyl-9,10-bis(n-octyloxycarbonyloxy)anthracene C(C)C1=CC2=C(C3=CC(=CC=C3C(=C2C=C1)OC(=O)OCCCCCCCC)CC)OC(=O)OCCCCCCCC